3-(prop-2-ynyl)-1,2,3,4-tetrahydropyrido[3,2-d]Pyrimidine-2,4-dione C(C#C)N1C(NC2=C(C1=O)N=CC=C2)=O